C[N+](CC(C)O)(C)C trimethyl-2-hydroxypropylammonium